CC1=NC=CC(=C1)C1=NNC2=NC=C(C=C21)C(=O)N 3-(2-methylpyridin-4-yl)-1H-pyrazolo[3,4-b]pyridine-5-amide